CN(CCN(C1=C(C=C(C=C1)N)F)C)C N1-(2-(dimethylamino)ethyl)-2-fluoro-N1-methylbenzene-1,4-diamine